(S)-5-(((4-(3-chloro-4-(2-chloro-3-((3-fluoro-4-(((((R)-oxetan-2-yl)methyl)amino)methyl)pyridin-2-yl)amino)phenyl)pyridin-2-yl)-2-methoxybenzyl)amino)methyl)pyrrolidin-2-one ClC=1C(=NC=CC1C1=C(C(=CC=C1)NC1=NC=CC(=C1F)CNC[C@@H]1OCC1)Cl)C1=CC(=C(CNC[C@@H]2CCC(N2)=O)C=C1)OC